ClC1=NC(=CC=2N=C(NC(C21)=O)SC)Cl 5,7-dichloro-2-(methylsulfanyl)-3H-pyrido[4,3-d]pyrimidin-4-one